trans,trans-dibenzylideneacetone C(/C1=CC=CC=C1)=C\C(=O)/C=C/C1=CC=CC=C1